C1=CC=C(C=2OC3=CC=CC=C3C3(C12)C1=CC=CC=C1C=1C=CC=C(C13)B(O)O)B(O)O spiro[fluorene-9,9'-xanthene]-1,4'-diyldiboronic acid